(2S,4R)-4-(benzyl-(tert-butoxycarbonyl)amino)pyrrolidine-2-carboxylic acid C(C1=CC=CC=C1)N([C@@H]1C[C@H](NC1)C(=O)O)C(=O)OC(C)(C)C